(S)-3-chloro-6-fluoro-5-(2-fluoro-4-(2-isopropylmorpholino)phenyl)pyridin-2-amine ClC=1C(=NC(=C(C1)C1=C(C=C(C=C1)N1C[C@@H](OCC1)C(C)C)F)F)N